C1(CCCCC1)C(C(=O)OCCC)(C(C(=O)OCCC)C1CCCCC1)C#N di-n-propyl 2,3-dicyclohexyl-2-cyanosuccinate